8-bromo-2-(ethylsulfanyl)-3,6-dimethylquinazolin-4(3H)-one BrC=1C=C(C=C2C(N(C(=NC12)SCC)C)=O)C